8-bromo-4-[(2R)-3-(3,4-dihydro-1H-isoquinolin-2-yl)-2-hydroxy-propyl]-2,3-dihydro-1,4-benzoxazepin-5-one BrC1=CC2=C(C(N(CCO2)C[C@@H](CN2CC3=CC=CC=C3CC2)O)=O)C=C1